CC(C(=O)OCN=[N+]=[N-])(C)C azidomethyl 2,2-dimethylpropionate